O=CCCC=1C=NC=CC1 1-oxo-3-(pyridin-3-yl)propan